(5-bromo-2-(chloromethyl)phenyl)methanol BrC=1C=CC(=C(C1)CO)CCl